COC=1C=C(C=C(C1)C=1OC(=NN1)C)O 3-methoxy-5-(5-methyl-1,3,4-oxadiazol-2-yl)phenol